NC=1C2=C(N=CN1)N(C=C2C=2C=NN(C2)C)[C@H]2[C@@H]([C@@H]([C@H](C2)CNCCCNCCC2=CC=CC=C2)O)O (1R,2S,3R,5R)-3-[4-amino-5-(1-methylpyrazol-4-yl)pyrrolo[2,3-d]pyrimidin-7-yl]-5-[{{3-[(2-phenylethyl)amino]propyl}amino}methyl]cyclopentane-1,2-diol